3-oxo-4-(2,4,5-trifluorophenyl)butyryl-morpholine tert-butyl-(2-(3-cyano-4-methylphenoxy)ethyl)(methyl)carbamate C(C)(C)(C)OC(N(C)CCOC1=CC(=C(C=C1)C)C#N)=O.O=C(CC(=O)N1CCOCC1)CC1=C(C=C(C(=C1)F)F)F